[N+](=[N-])=CC(CCC(C(=O)OC(C)C)NC(=O)OCOC(C(C)C)=O)=O Isopropyl 6-diazo-2-((((isobutyryloxy) methoxy) carbonyl) amino)-5-oxohexanoate